4,4-dihydroxy-2-butene OC(C=CC)O